BrC1=C(C=C2CN(C(C2=C1)=O)C1CNCCC1)CN(C)C1CCN(CC1)C1=NC(=CC=C1)C=1C=NN2C1N=C(C=C2)N2[C@H](CCC2)C2=C(C=CC(=C2)F)F 3-(6-bromo-5-(((1-(6-(5-((R)-2-(2,5-difluorophenyl)pyrrolidin-1-yl)pyrazolo[1,5-a]pyrimidin-3-yl)pyridin-2-yl)piperidin-4-yl)(methyl)amino)methyl)-1-oxoisoindoline-2-yl)piperidin